C(C)OC(\C=C(/C)\NC=1C(=CC=CC1)C)=O (E)-3-(o-toluidino)but-2-enoic acid ethyl ester